O=C(C(C(=O)OCC)C1(OC1)C(F)(F)F)C ethyl 3-oxo-2-(2-(trifluoromethyl)oxiran-2-yl)butanoate